NC=1C2=C(N=CN1)N(C(=C2C(=O)NC2=CC=C(C=C2)COC)C#CC)C2(CC2)C 4-amino-N-[4-(methoxymethyl)phenyl]-7-(1-methylcyclopropyl)-6-(prop-1-yn-1-yl)-7H-pyrrolo[2,3-d]pyrimidine-5-carboxamide